ClC1=CC(=CC2=C1C=NC1=C(O2)C=C(C=C1)F)F 1-chloro-3,7-difluorodibenzo[b,f][1,4]oxazepine